CC1=NC=CC(=C1)C#CC=1C=NC=CC1SC1(CCC1)CCC(=O)O 1-((3-(2-methylpyridin-4-ylethynyl)pyridin-4-yl)mercapto)-1-cyclobutanepropanoic acid